3'-acryloyl-6-(dimethylamino)-1'-p-tolyl-spiro[indoline-2,2'-piperidin]-3-one C(C=C)(=O)C1C2(N(CCC1)C1=CC=C(C=C1)C)NC1=CC(=CC=C1C2=O)N(C)C